FC1(C[C@H](CN(C1)C([C@@H](C)OC1=CC=C2C(=CNC(C2=C1)=O)C1=C(C=CC=C1)C([2H])([2H])[2H])=O)C(=O)N)F (R)-5,5-difluoro-1-((R)-2-((4-(2-(methyl-d3)phenyl)-1-oxo-1,2-dihydroisoquinolin-7-yl)oxy)propanoyl)piperidine-3-carboxamide